ClC=1C=2C(N=C3N(C2C=CC1)C1=CC(=CC=C1C3(C)C)C3CCN(CC3)C(=O)C=3C=CC(=NC3)N3CCN(CC3)C3=CC(=C(C(=C3)F)C3C(NC(CC3)=O)=O)F)=O 3-(4-(4-(5-(4-(4-chloro-7,7-dimethyl-5-oxo-5,7-dihydroindolo[1,2-a]quinazolin-10-yl)piperidine-1-carbonyl)pyridin-2-yl)piperazin-1-yl)-2,6-difluorophenyl)piperidine-2,6-dione